ethyl-e-caprolactone C(C)C1C(=O)OCCCC1